N-(3-(benzo[d]oxazol-2-yl)phenyl)-2-(3-methoxyphenyl)acetamide O1C(=NC2=C1C=CC=C2)C=2C=C(C=CC2)NC(CC2=CC(=CC=C2)OC)=O